(1R,2S)-2-phenylcyclopropane-1-amine hydrochloride Cl.C1(=CC=CC=C1)[C@H]1[C@@H](C1)N